(S)-5-Chloro-2-(4,4-difluoroazepan-1-yl)-6-methyl-N-(3-(S-methylsulfonimidoyl)phenyl)nicotinamide ClC=1C(=NC(=C(C(=O)NC2=CC(=CC=C2)[S@](=O)(=N)C)C1)N1CCC(CCC1)(F)F)C